C(C)OC1=CC(=CC=C1)OCC 1-ethoxy-3-ethoxybenzene